2-chloro-4-oxo-4,5-dihydro-6H-cyclopenta[b]thiophene ClC1=CC2=C(S1)CCC2=O